C(C)(C)(C)OC(=O)N([C@H](C(=O)OCC1=CC=CC=C1)CC(C)(F)F)C benzyl (2S)-2-[[(tert-butoxy)carbonyl](methyl)amino]-4,4-difluoropentanoate